4-amino-6'-(3-hydroxyazetidin-1-yl)-4'-methoxy-6-(thiazol-2-yl)-[2,2'-bipyridine]-3-Carbonitrile NC1=C(C(=NC(=C1)C=1SC=CN1)C1=NC(=CC(=C1)OC)N1CC(C1)O)C#N